C(C)(C)(C)OC(=O)N1CC(=CC1)C1=CC(=C(C=C1)OC)C(=O)OC 3-(4-methoxy-3-(methoxycarbonyl)phenyl)-2,5-dihydro-1H-pyrrole-1-carboxylic acid tert-butyl ester